7-fluoro-1-[(4-methoxyphenyl)methyl]-5-[3-[4-(trifluoromethyl)phenoxy]pyrazin-2-yl]benzotriazole FC1=CC(=CC2=C1N(N=N2)CC2=CC=C(C=C2)OC)C2=NC=CN=C2OC2=CC=C(C=C2)C(F)(F)F